Bis(2,6-diisopropylphenyl)butane-2,3-diimine C(C)(C)C1=C(C(=CC=C1)C(C)C)C(C(C(C)=N)=N)C1=C(C=CC=C1C(C)C)C(C)C